N[C@@](C(=O)[O-])(CC=C)C (R)-2-amino-2-methylpent-4-enoate